aluminum dibutoxide [O-]CCCC.[O-]CCCC.[Al+2]